F[C@@H]1CNCC[C@@H]1N1CC(C1)(N1N=CC(=C1)C=1C2=C(N=CN1)N(C=C2)COCC[Si](C)(C)C)CC#N {1-[cis-3-fluoropiperidin-4-yl]-3-[4-(7-{[2-(trimethylsilyl)ethoxy]methyl}-7H-pyrrolo[2,3-d]pyrimidin-4-yl)-1H-pyrazol-1-yl]azetidin-3-yl}acetonitrile